ONC(C1=CC=C(C=C1)CN1N=C(C=C1C1=CC(=CC=C1)Br)C=1C=C2C(N(C=NC2=CC1)C)=O)=O N-hydroxy-4-{[3-(3-methyl-4-oxo-3,4-dihydroquinazolin-6-yl)-5-(3-bromophenyl)-1H-pyrazol-1-yl]methyl}benzamide